(±)-biphenyl-4-carboxamide C1(=CC=C(C=C1)C(=O)N)C1=CC=CC=C1